CC1=C(C(=CC=C1)C)C1=CC(=NC(=C1)C#CC1(COC1)C)CCC(=O)O 3-(4-(2,6-dimethylphenyl)-6-((3-methyloxetan-3-yl)ethynyl)pyridin-2-yl)propanoic acid